FC1=CC(=C(C=C1)C=1CCCC2=C(C1C1=CC=C(C=C1)CC1CN(C1)CCCF)C=CC=C2OC)C 8-(4-Fluoro-2-methylphenyl)-9-(4-((1-(3-fluoropropyl)azetidin-3-yl)methyl)phenyl)-4-methoxy-6,7-dihydro-5H-benzo[7]annulen